6-chloro-N-(2-(4-methylthiazol-5-yl)ethyl)-1,2,3,4-tetrahydroacridin-9-amine ClC=1C=C2N=C3CCCCC3=C(C2=CC1)NCCC1=C(N=CS1)C